1-[2-(1-bicyclo[1.1.1]pentanyl)-2-hydroxyethyl]-3-[[2-(difluoromethoxy)pyridin-4-yl]methyl]urea C12(CC(C1)C2)C(CNC(=O)NCC2=CC(=NC=C2)OC(F)F)O